6-(3-(((1R,2R,3S,5R)-6,6-difluoro-2-methoxy-1,5-dimethyl-8-azabicyclo[3.2.1]octan-3-yl)(methyl)amino)-1,2,4-triazin-6-yl)isoquinolin-7-ol FC1([C@]2(C[C@@H]([C@H]([C@@](C1)(N2)C)OC)N(C=2N=NC(=CN2)C=2C=C1C=CN=CC1=CC2O)C)C)F